8-iodo-6-methyl-3-morpholinoquinazoline-2,4(1H,3H)-dione IC=1C=C(C=C2C(N(C(NC12)=O)N1CCOCC1)=O)C